CC1=CC=C(C=C1)[Si] p-tolylSilane